C1=CC=CC=2C3=CC=CC=C3C(C12)COC(=O)N[C@H](C(=O)O)CC1=CC=C(C=C1)OCCOCCOCCOCCNC(=O)C=1SC(=CC1)C#N (S)-2-((((9H-fluoren-9-yl)methoxy)carbonyl)amino)-3-(4-((1-(5-cyanothiophen-2-yl)-1-oxo-5,8,11-trioxa-2-azatridecane-13-yl)oxy)phenyl)propanoic acid